4,4,5,5-tetramethyl-2-(spiro[benzo[d][1,3]dioxole-2,1'-cyclobutan]-5-yl)-1,3,2-dioxaborolane CC1(OB(OC1(C)C)C1=CC2=C(OC3(CCC3)O2)C=C1)C